CC1(NC(CC(C1)NCCCCCCNC1CC(NC(C1)(C)C)(C)C)(C)C)C N,N'-bis(2,2,6,6-tetramethylpiperidin-4-yl)hexane-1,6-diyldiamine